CCCCCC(C(=O)C1=CC=CC=C1)N2CCCC2 α-Pyrrolidinoheptaphenone